1-(3,4-dichlorophenyl)-3-(3-((1-(2,6-dioxopiperidin-3-yl)-2,5-dioxo-2,5-dihydro-1H-pyrrol-3-yl)amino)benzyl)urea ClC=1C=C(C=CC1Cl)NC(=O)NCC1=CC(=CC=C1)NC=1C(N(C(C1)=O)C1C(NC(CC1)=O)=O)=O